Quinoline-4-Formic acid N1=CC=C(C2=CC=CC=C12)C(=O)O